FC1=CC(=CC2=C1N=C(S2)C)C=2SC1=C(N2)SC(=C1)C1CCN(CC1)C(=O)OC(C)(C)C tert-butyl 4-[2-(4-fluoro-2-methyl-1,3-benzothiazol-6-yl)thieno[2,3-d][1,3]thiazol-5-yl]piperidine-1-carboxylate